4-(3,5-dimethoxypyridin-4-yl)-5-(2-methoxyethoxy)-6-oxopyran-2-carbonyl chloride COC=1C=NC=C(C1C=1C=C(OC(C1OCCOC)=O)C(=O)Cl)OC